1-(9Z-nonadienoyl)-glycero-3-phosphoethanolamine C(C=CC=CCCCC)(=O)OCC(O)COP(=O)(O)OCCN